OCC=1N=C2C=CC=C3C2=C(C1)C(N3)=O 4-(Hydroxymethyl)pyrrolo[4,3,2-de]quinolin-2(1H)-one